O1CCC(C2=CC=CC=C12)CNCC1=C(C=CC=C1)OC N-(chroman-4-ylmethyl)-1-(2-methoxyphenyl)methanamine